FC1=C(C=C(OC(C(=O)NC(C)C2=CC=CC=C2)CC)C=C1)C(F)(F)F 2-(4-fluoro-3-(trifluoromethyl)phenoxy)-N-(1-phenylethyl)butanamide